[2-[2-[tert-butyl(dimethyl)silyl]oxyethyl]-5-[(1-methylsulfonyl-4-piperidyl)oxy]pyrazol-3-yl]methanol [Si](C)(C)(C(C)(C)C)OCCN1N=C(C=C1CO)OC1CCN(CC1)S(=O)(=O)C